N-(5-((6-((R)-3-(3,4-difluorophenyl)isoxazolidine-2-yl)pyrimidine-4-yl)amino)-2-(4-((2S,6R)-2,6-dimethylmorpholino)piperidine-1-yl)-4-methoxyphenyl)acrylamide FC=1C=C(C=CC1F)[C@@H]1N(OCC1)C1=CC(=NC=N1)NC=1C(=CC(=C(C1)NC(C=C)=O)N1CCC(CC1)N1C[C@@H](O[C@@H](C1)C)C)OC